[Si](C1=CC=CC=C1)(C1=CC=CC=C1)(C(C)(C)C)OC1OCCC1=O [tert-butyl(diphenyl)silyl]oxytetrahydrofuran-3-one